C(C1=CC=CC=C1)OC1=CC=C2CCCC3(CCC=4C(=NC(=NC4C3)S(=O)C)N3CCN(CC3)C(=O)OC(C)(C)C)C2=C1 tert-Butyl 4-(7-(benzyloxy)-2'-(methylsulfinyl)-3,4,5',8'-tetrahydro-2H,6'H-spiro[naphthalene-1,7'-quinazolin]-4'-yl)piperazine-1-carboxylate